ClC1=CC(=C(C=C1)C1C=CC=2C=CC=3CCN(C(C3C2O1)C)C(=O)OC(C)(C)C)F tert-butyl 2-(4-chloro-2-fluorophenyl)-10-methyl-7,10-dihydro-2H-pyrano[3,2-H]isoquinoline-9(8H)-carboxylate